(3-{4-[(3S,4R)-3-fluoro-4-piperidylamino]-1-(2,2,2-trifluoroethyl)-2-indolyl}-2-propynylamino)-3-anisamide F[C@H]1CNCC[C@H]1NC1=C2C=C(N(C2=CC=C1)CC(F)(F)F)C#CCNC1=C(C(=O)N)C=CC=C1OC